tert-butyl N-[(S)-{3-[3-(4-cyano-2-methylphenoxy)-5-methyl-6-(trifluoromethyl)pyridazine-4-amido]phenyl}(methyl)oxo-λ6-sulfanylidene]carbamate C(#N)C1=CC(=C(OC=2N=NC(=C(C2C(=O)NC=2C=C(C=CC2)[S@@](=NC(OC(C)(C)C)=O)(=O)C)C)C(F)(F)F)C=C1)C